C(C1=CC=C(C=C1)OC)(=O)NCCCCCCCC(=O)O 8-(p-anisoyl)aminocaprylic acid